N-[5-(2-chloro-5-cyanophenyl)-1H-indazol-3-yl]-3-(methylamino)cyclobutanecarboxamide hydrochloride Cl.ClC1=C(C=C(C=C1)C#N)C=1C=C2C(=NNC2=CC1)NC(=O)C1CC(C1)NC